C(#N)C1=C(C=CC(=C1)C(F)(F)F)S(=O)(=O)N1C[C@@H]([C@@](C1)(CO)O)OC1=CC(=C(C#N)C=C1)C(F)(F)F 4-(((3S,4R)-1-((2-cyano-4-(trifluoromethyl)phenyl)sulfonyl)-4-hydroxy-4-(hydroxymethyl)pyrrolidin-3-yl)oxy)-2-(trifluoromethyl)benzonitrile